FC(C=1C=C(\C=C/2\C(C=3C=CC(=CC3CC2)/C=C/C(=O)NO)=O)C=C(C1)C(F)(F)F)(F)F (E)-3-(6-((E)-3,5-bis(trifluoromethyl)benzylidene)-5-oxo-5,6,7,8-tetrahydronaphthalen-2-yl)-N-hydroxyacrylamide